(S)-2-((1-(2-(1,3-dimethyl-1H-indol-5-yl)-3,7-dimethyl-4-oxo-4H-pyrido[1,2-a]pyrimidin-9-yl)ethyl)amino)benzoic acid CN1C=C(C2=CC(=CC=C12)C=1N=C2N(C(C1C)=O)C=C(C=C2[C@H](C)NC2=C(C(=O)O)C=CC=C2)C)C